7-(7-(8-ethyl-7-fluoro-3-hydroxynaphthalen-1-yl)-8-fluoro-2-(((2R,7aS)-2-fluorotetrahydro-1H-pyrrolizin-7a-yl)methoxy)quinazolin-4-yl)-1,3,7-triazaspiro[4.5]decan-2-one C(C)C=1C(=CC=C2C=C(C=C(C12)C1=CC=C2C(=NC(=NC2=C1F)OC[C@]12CCCN2C[C@@H](C1)F)N1CC2(CNC(N2)=O)CCC1)O)F